6-ethyl-5-methyl-6H-pyrido[4,3-b]carbazol-9-ol C(C)N1C=2C=CC(=CC2C=2C=C3C(=C(C12)C)C=CN=C3)O